F[C@H]1[C@H]2CCC[C@@H](CC1)N2 (1R,2R,3S,5S)-2-fluoro-9-azabicyclo[3.3.1]nonan